C12=C(C=CC3=CC=CC=C13)OP(OC1=C2C2=CC=CC=C2C=C1)(O)=O phosphoric acid (R)-(-)-1,1'-binaphthyl-2,2'-diyl ester